2-(6-((3'-(5-(((R)-3-hydroxypyrrolidin-1-yl)methyl)picolinamido)-2,2'-dimethyl-[1,1'-biphenyl]-3-yl)carbamoyl)pyridin-3-yl)-4,5-dihydro-1H-imidazole-5-carboxylic acid O[C@H]1CN(CC1)CC=1C=CC(=NC1)C(=O)NC=1C(=C(C=CC1)C1=C(C(=CC=C1)NC(=O)C1=CC=C(C=N1)C=1NC(CN1)C(=O)O)C)C